6-{4-[(6-methoxypyridin-3-yl)oxy]piperidin-1-yl}-5-methyl-N-[2-(1H-1,2,3-triazol-1-yl)ethyl]pyridazine-3-carboxamide COC1=CC=C(C=N1)OC1CCN(CC1)C1=C(C=C(N=N1)C(=O)NCCN1N=NC=C1)C